(±)-2-(Tetrahydro-2H-pyran-2-yl)-N-((2-(2,2,2-trifluoroethoxy)pyridin-4-yl)methyl)acetamide O1[C@H](CCCC1)CC(=O)NCC1=CC(=NC=C1)OCC(F)(F)F |r|